N-(2-(4-benzylpiperidin-1-yl)ethyl)-1-methyl-1H-indol-2-carboxamide C(C1=CC=CC=C1)C1CCN(CC1)CCNC(=O)C=1N(C2=CC=CC=C2C1)C